BrC1=CC=C2C=C(N(C2=C1)CC)C1=NC2=C(N1C)C=CC(=C2)C(=O)N2C[C@@H](CCC2)NC(OC(C)(C)C)=O (R)-tert-butyl (1-(2-(6-bromo-1-ethyl-1H-indol-2-yl)-1-methyl-1H-benzo[d]imidazole-5-carbonyl)piperidin-3-yl)carbamate